N1(C=NC=C1)C=1C=C2C(=C(N1)C(=O)NC1CCC(CC1)NCC(F)(F)F)NN=C2 5-(1H-imidazol-1-yl)-N-((1s,4s)-4-((2,2,2-trifluoroethyl)amino)cyclohexyl)-1H-pyrazolo[3,4-c]Pyridine-7-carboxamide